ClC1=CC(=C(C=C1)C=1C=NC=2N(N1)C=C(N2)COC2=NC=CC=C2)C(F)(F)F 2-[4-chloro-2-(trifluoromethyl)phenyl]-6-(2-pyridyloxymethyl)imidazo[1,2-b][1,2,4]triazine